O(C1=CC=CC=C1)C1=CC(=C(OCCC=2NC3=CC=C(C=C3C2)CC(=O)O)C=C1)CCC 2-(2-(4-phenoxy-2-propylphenoxy)ethyl)indole-5-acetic acid